C1(=CC=C(C=C1)NC(=O)[C@@H]1CC[C@H]2N1C([C@H](CN(CC2)C(CCCCCC#CC2=C1CN(C(C1=CC=C2)=O)C2C(NC(CC2)=O)=O)=O)N)=O)C2=CC=CC=C2 (5S,8S,10aR)-N-([1,1'-biphenyl]-4-yl)-5-amino-3-(8-(2-(2,6-dioxopiperidin-3-yl)-1-oxoisoindolin-4-yl)oct-7-ynoyl)-6-oxodecahydropyrrolo[1,2-a][1,5]diazocine-8-carboxamide